C1=CC=CC=2C3=CC=CC=C3C(C12)COC(=O)NC(C(=O)O)CSC(F)(F)F 2-(9H-fluoren-9-ylmethoxycarbonylamino)-3-(trifluoromethylsulfanyl)propionic acid